2-(cyclopentyloxy)-6-(6-(2-hydroxy-1,2-oxaborol-4-yl)pyridin-2-yl)-3-methoxybenzonitrile C1(CCCC1)OC1=C(C#N)C(=CC=C1OC)C1=NC(=CC=C1)C=1CB(OC1)O